2-phenyl-5-(p-trifluoromethylphenyl)-1H-imidazole-4-carboxylic acid methyl ester COC(=O)C=1N=C(NC1C1=CC=C(C=C1)C(F)(F)F)C1=CC=CC=C1